CC1=CC=CC(=N1)C=1N=C2N(C1C=1C=C3C=CC=NC3=CC1)CCN2 6-[2-(6-methyl-pyridin-2-yl)-6,7-dihydro-5H-imidazo[1,2-a]imidazol-3-yl]-quinoline